(E)-N-(5-(4-(4-(trifluoromethyl)phenyl)buta-1,3-dien-2-yl)-1H-indol-3-yl)cyclobutanecarboxamide FC(C1=CC=C(C=C1)/C=C/C(=C)C=1C=C2C(=CNC2=CC1)NC(=O)C1CCC1)(F)F